FC(C(C)(C)O)(F)C=1C(=C(C=CC1)[C@@H](C)NC=1C2=C(N=C(N1)C)N=C(C(=C2)C2(CC2)C#N)OC2COC2)F (R)-1-(4-((1-(3-(1,1-difluoro-2-hydroxy-2-methylpropyl)-2-fluorophenyl)ethyl)amino)-2-methyl-7-(oxetan-3-yloxy)pyrido[2,3-d]pyrimidin-6-yl)cyclopropane-1-carbonitrile